5-chloro-6-methoxypyridin ClC=1C=CC=NC1OC